2,2-difluoro-N-[rac-(2R,3S)-1-[1-(1-methylpyrazol-4-yl)indazol-5-yl]-5-oxo-2-phenyl-pyrrolidin-3-yl]propanamide FC(C(=O)N[C@@H]1[C@H](N(C(C1)=O)C=1C=C2C=NN(C2=CC1)C=1C=NN(C1)C)C1=CC=CC=C1)(C)F |r|